NCCNC(=O)C=1C=C(CN(CCC(=O)OCC)C=2SC(=C(N2)C2=CC(=C(C=C2)Cl)Cl)CC(C)C)C=CC1 ethyl 3-((3-(2-aminoethylcarbamoyl)benzyl)(4-(3,4-dichlorophenyl)-5-isobutylthiazol-2-yl)amino)propanoate